C1(=CC=CC=C1)[Se]C(CCC#N)C 4-(phenylseleno)valeronitrile